BrC=1C(=NN(N1)C)C1(COC1)N 3-(5-bromo-2-methyl-2H-1,2,3-triazol-4-yl)oxetan-3-amine